4-(8-(2-chloro-4-phenoxybenzoyl)-1,6-dihydroimidazo[4,5-d]Pyrrolo[2,3-b]Pyridin-2-yl)-1-methylcyclohexane-1-carbonitrile ClC1=C(C(=O)C2=CNC3=NC=C4C(=C32)NC(=N4)C4CCC(CC4)(C#N)C)C=CC(=C1)OC1=CC=CC=C1